Tert-butyl 3-[(1S,3R)-3-(tert-butoxycarbonylamino)cyclohexyl]-5,6,7,8-tetrahydro-[1,2,4]triazolo[4,3-a]pyridine-7-carboxylate C(C)(C)(C)OC(=O)N[C@H]1C[C@H](CCC1)C1=NN=C2N1CCC(C2)C(=O)OC(C)(C)C